CC1=C(OCC(=O)O)C=CC=C1 o-Methyl-Phenoxyacetic Acid